CC=1N=C(C=2N(C1)C=C(N2)NC(=O)C=2N=CC(=NC2)N2C[C@@H](CC2)N(C(OC(C)(C)C)=O)C)C tert-Butyl (R)-(1-(5-((6,8-dimethylimidazo[1,2-a]pyrazin-2-yl)carbamoyl)pyrazin-2-yl)pyrrolidin-3-yl)(methyl)carbamate